C(C)(C)OC1=NC=C(C=N1)NC(OC(C)(C)C)=O tert-butyl N-(2-isopropoxypyrimidin-5-yl)carbamate